tert-butyl-1-(3-ethylcyclobutyl)piperidin-4-ylcarbamate C(C)(C)(C)OC(NC1CCN(CC1)C1CC(C1)CC)=O